ClC1=NC=C(C(=N1)NCC1=CC(=CC=C1)OC)C(=O)N 2-chloro-4-[(3-methoxybenzyl)amino]pyrimidin-5-carboxamide